2-(4'-methylbenzenesulfonyl)amino-1,4-butanediol CC1=CC=C(C=C1)S(=O)(=O)NC(CO)CCO